OC1(CCN(CC1)C(C[C@@H](C)C1=CC=CC=C1)=O)CN1C=NC2=C(C1=O)SC=C2C#CCO (R)-3-((4-hydroxy-1-(3-phenylbutanoyl)piperidin-4-yl)methyl)-7-(3-hydroxyprop-1-yn-1-yl)thieno[3,2-d]pyrimidin-4(3H)-one